(1s,3S,5'S,7a'R)-5'-(pyrazin-2-yl)-3-(pyrrolo[2,1-f][1,2,4]triazin-4-yloxy)tetrahydro-3'H-spiro[cyclobutane-1,2'-pyrrolo[2,1-b]oxazol]-3'-one N1=C(C=NC=C1)[C@@H]1CC[C@H]2OC3(C(N21)=O)CC(C3)OC3=NC=NN2C3=CC=C2